1-Benzofuran-6-yl-propan-2-amine O1C=CC2=C1C=C(C=C2)CC(C)N